ClC=1C=NN(C1C(NC1=NC=C(C=C1C)C#CC1=CC=C(C=C1)F)=O)CC1(CCN(CC1)C(=O)OC(C)(C)C)C#N tert-butyl 4-((4-chloro-5-((5-((4-fluorophenyl)ethynyl)-3-methylpyridin-2-yl)carbamoyl)-1H-pyrazol-1-yl)methyl)-4-cyanopiperidine-1-carboxylate